FC(COCCCCCCNC[C@H](O)C1=CC(=C(C=C1)O)CO)(C1=CC=CC=C1)F (R,S)-4-(2-{[6-(2,2-difluoro-2-phenylethoxy)hexyl]amino}-1-hydroxy-ethyl)-2-(hydroxymethyl)phenol